N1N=NC=C1[C@@H]1CN(CC1)C(=O)N1CC(C1)C=1C=CC(=NC1)C1(CCC1)C#N 1-[5-[1-[(3S)-3-(1H-triazol-5-yl)pyrrolidine-1-carbonyl]azetidin-3-yl]-2-pyridinyl]cyclobutanenitrile